methyl propionate palladium [Pd].C(CC)(=O)OC